C(C)OC(\C(=C/C(=O)OCC)\C(=O)[O-])=O.[Na+] sodium (Z)-1,4-diethoxy-1,4-dioxobut-2-en-2-carboxylate